1-(4-((1-((4-(2,6-dichloro-3,5-di-methoxyphenyl)-8-(methylamino)-[1,2,4]triazolo[1',5':1,6]pyrido[2,3-d]pyrimidin-2-yl)methyl)cyclopropyl)methyl)piperazin-1-yl)prop-2-en-1-one ClC1=C(C(=C(C=C1OC)OC)Cl)C1=CC=2C(=NC(=NC2)NC)N2C1=NC(=N2)CC2(CC2)CN2CCN(CC2)C(C=C)=O